C(=O)(O)C=1C=C(OC2=C(C)C(=CC=C2)OC2=CC(=C(C=C2)C(=O)O)C(=O)O)C=CC1C(=O)O 2,6-bis(3,4-dicarboxyphenoxy)toluene